N-3-aminopropyl-[N'-3-aminopropyl] diethylenetriamine 1-benzyl 3-methyl (S)-5-oxopiperazine-1,3-dicarboxylate O=C1N[C@@H](CN(C1)C(=O)OCC1=CC=CC=C1)C(=O)OC.NCCCNCCN(CCN)CCCN